Cl.Cl.Cl.Cl.Cl dihydrochloride, tri-hydrochloride